1,3,4,6,7,8-hexahydro-4,6,6,7,8,8-hexamethylindeno[5,6-c]pyran CC1C2=C(COC1)C=C1C(C(C(C1=C2)(C)C)C)(C)C